(1S,3S)-3-((2-methyl-6-(1-methyl-5-((((((R)-pentan-2-yl)oxy)carbonyl)amino)methyl)-1H-1,2,3-triazol-4-yl)pyridin-3-yl)oxy)cyclohexane-1-carboxylic acid CC1=NC(=CC=C1O[C@@H]1C[C@H](CCC1)C(=O)O)C=1N=NN(C1CNC(=O)O[C@H](C)CCC)C